(1R,4S)-1-(hydroxymethyl)-2-azabicyclo[2.2.1]Heptane-2-carboxylic acid benzyl ester C(C1=CC=CC=C1)OC(=O)N1[C@@]2(CC[C@H](C1)C2)CO